1-(4-(2-(4-bromophenyl)-propan-2-yl)thiazol-2-yl)-3-isopropylurea BrC1=CC=C(C=C1)C(C)(C)C=1N=C(SC1)NC(=O)NC(C)C